4,7-dibromo-5,6-difluoro-2-methyl-1H-indole BrC1=C2C=C(NC2=C(C(=C1F)F)Br)C